ClCCCCC[C@H](C(C)(C)C1=CC(=C(C(=C1)OC)[C@H]1C=C([C@@H]2C([C@H]1C2)(C)C)CN2C(C1=CC=CC=C1C2=O)=O)OC)C2=CC=CC=C2 2-(((1S,4S,5S)-4-(4-((S)-8-chloro-2-methyl-3-phenyloctan-2-yl)-2,6-dimethoxyphenyl)-6,6-dimethylbicyclo[3.1.1]hept-2-en-2-yl)methyl)isoindoline-1,3-dione